N-(cyclopropylmethyl)-8-fluoro-6-hydroxy-7-(1,1,4-trioxo-1λ6,2,5-thiadiazolidin-2-yl)-3,4-dihydroisoquinoline-2(1H)-carboxamide C1(CC1)CNC(=O)N1CC2=C(C(=C(C=C2CC1)O)N1S(NC(C1)=O)(=O)=O)F